[4-oxo-2-[2-oxo-2-[3-(2,3,4,5,6-pentaiodophenyl)propylamino]ethyl]-4-[3-(2,3,4,5,6-pentaiodophenyl)propylamino]butyl]carbamate O=C(CC(CNC([O-])=O)CC(NCCCC1=C(C(=C(C(=C1I)I)I)I)I)=O)NCCCC1=C(C(=C(C(=C1I)I)I)I)I